FC1=C(C=C(C(=C1)OC1=CC=NC2=CC(=C(N=C12)OC)OCCN1CCOCC1)F)NC(=O)C1(CC1)C(=O)NC1=CC=C(C=C1)F 1-N'-[2,5-difluoro-4-[[6-methoxy-7-(2-morpholin-4-ylethoxy)-1,5-naphthyridin-4-yl]oxy]phenyl]-1-N-(4-fluorophenyl)cyclopropane-1,1-dicarboxamide